OC=1SC(=CC1)NC(C1=C(C=CC=C1)O)=O N-(2-hydroxy-5-thiophenyl)-2-hydroxy-benzamide